2-hydrazino-1,3-thiazole N(N)C=1SC=CN1